(S)-6-bromo-8-((1,1,1-trifluoropropan-2-yl)oxy)isoquinolin-1(2H)-one BrC=1C=C2C=CNC(C2=C(C1)O[C@H](C(F)(F)F)C)=O